ClC=1C=CC(=C(C1)[C@H](NC(=O)[C@@H]1CNC(O1)=O)C1=CC(=CC=C1)Cl)OC |o1:7| (S)-N-((R or S)-(5-chloro-2-methoxyphenyl)(3-chlorophenyl)methyl)-2-oxooxazolidine-5-carboxamide